Cl.C(C)OC(C(CCCl)N)=O 4-chloro-2-aminobutyric acid ethyl ester hydrochloride